ClC1=C(C(=O)NC2CCCCC2)C=CC(=C1)[C@H](C)NC1=NC=CC2=C1CN(C2=O)CC (S)-2-chloro-N-cyclohexyl-4-(1-((2-ethyl-1-oxo-2,3-dihydro-1H-pyrrolo[3,4-c]pyridin-4-yl)amino)ethyl)benzamide